4-(3,4-dimethoxyphenyl)-N,N-diethyl-2-(trifluoromethyl)pyrimidine-5-carboxamide COC=1C=C(C=CC1OC)C1=NC(=NC=C1C(=O)N(CC)CC)C(F)(F)F